O1CC(C1)N1CC=2C=CC(=NC2CC1)CO (6-(oxetane-3-yl)-5,6,7,8-tetrahydro-1,6-naphthyridin-2-yl)methanol